NC1=NNC=C1C=1C=C2C(=CN(C(C2=CC1)=O)CC=1C=C(C(=O)NC)C=CC1)CCN(C)C 3-((6-(3-amino-1H-pyrazol-4-yl)-4-(2-(dimethylamino)ethyl)-1-oxoisoquinolin-2(1H)-yl)methyl)-N-methylbenzamide